3-(1-oxo-5-((7-(spiro[3.3]heptan-2-ylamino)heptyl)thio)isoindolin-2-yl)piperidine-2,6-dione O=C1N(CC2=CC(=CC=C12)SCCCCCCCNC1CC2(C1)CCC2)C2C(NC(CC2)=O)=O